N-(4-hydroxy-3-((4-hydroxybutyl)sulfonamido)phenyl)-4'-(trifluoromethyl)-[1,1'-biphenyl]-4-carboxamide OC1=C(C=C(C=C1)NC(=O)C1=CC=C(C=C1)C1=CC=C(C=C1)C(F)(F)F)NS(=O)(=O)CCCCO